NC=1C(=NC(=C(N1)F)C1=CC(=C(C=C1)C1CCOCC1)CN1CCCC1)C=1C=C2C(=CNC(C2=CC1)=O)F 6-(3-amino-5-fluoro-6-(3-(pyrrolidin-1-ylmethyl)-4-(tetrahydro-2H-pyran-4-yl)phenyl)pyrazin-2-yl)-4-fluoroisoquinolin-1(2H)-one